CC(C[C@@H](C(NCCC1=NC=CC=C1)=O)NC(=O)[C@@H]1[C@H](O1)C(=O)OCC)C Ethyl (2S,3S)-3-(((S)-4-methyl-1-oxo-1-((2-(pyridin-2-yl)ethyl)amino)pentan-2-yl)carbamoyl)oxirane-2-carboxylate